FC(C1=NC(=NC(=N1)C(F)(F)F)N1[C@H](C=2NC3=CC=C(C=C3C2CC1)Cl)C=C(C)C)(F)F (1S)-2-[4,6-bis(trifluoromethyl)-1,3,5-triazin-2-yl]-6-chloro-1-(2-methylprop-1-en-1-yl)-2,3,4,9-tetrahydro-1H-pyrido[3,4-b]indole